N-(2-((2-(((2-(2,6-dioxopiperidin-3-yl)-1-oxoisoindoline-5-yl)methyl)(methyl)Amino)ethyl)(methyl)amino)-4-methoxy-5-((4-(1-methyl-1H-indol-3-yl)pyrimidin-2-yl)amino)phenyl)Acrylamide O=C1NC(CCC1N1C(C2=CC=C(C=C2C1)CN(CCN(C1=C(C=C(C(=C1)OC)NC1=NC=CC(=N1)C1=CN(C2=CC=CC=C12)C)NC(C=C)=O)C)C)=O)=O